C1(CC1)N1C(C(C=2C1=CC=1C(=NN=C(C1C2)C)N[C@H](C)C2=C(C(=CC=C2)C(C(C)(C)O)(F)F)C)(C)OC)=O 1-cyclopropyl-3-methoxy-3,5-dimethyl-8-[[(1R)-1-[3-(1,1-difluoro-2-hydroxy-2-methyl-propyl)-2-methyl-phenyl]ethyl]amino]pyrrolo[2,3-g]phthalazin-2-one